N1=CN=C2NC=NC2=C1C=1C(=NC=CC1)NC=1C=C(C=CC1C)NC(C1=CC=C(C=C1)C)=O N-(3-((3-(9H-purin-6-yl)pyridin-2-yl)amino)-4-methylphenyl)-4-methylbenzamide